CN(CC(=O)O)C(=O)OC(C)(C)C methyl-(tert-butoxycarbonyl)glycine